C1(CCC1)OC1=C2CC[C@@H](N(C2=CC=C1C=1N=C(N(C1)C)C1CCNCC1)C(=O)OC)C methyl (S)-5-cyclobutoxy-2-methyl-6-(1-methyl-2-(piperidin-4-yl)-1H-imidazol-4-yl)-3,4-dihydroquinoline-1(2H)-carboxylate